CC(C[C@@H](CC1=NOC(=N1)C)NC(OC(C)(C)C)=O)C tert-Butyl (S)-(4-methyl-1-(5-methyl-1,2,4-oxadiazol-3-yl)pentan-2-yl)carbamate